CC1(C(NC(N1)=O)=O)C 5,5-Dimethylimidazolidine-2,4-dione